ClCC=1OC(=CN1)C1=CC(=CC=C1)Cl 2-(chloromethyl)-5-(3-chlorophenyl)-1,3-oxazole